FC(C1CN(C1)C(=O)C1(CN(C1)C=1C=2N(C=CC1)N=C(N2)NC=2C=NN(C2)CC(=O)N2CCN(CC2)C)CC#N)F 2-[3-[3-(difluoromethyl)azetidine-1-carbonyl]-1-[2-[[1-[2-(4-methylpiperazin-1-yl)-2-oxo-ethyl]pyrazol-4-yl]amino]-[1,2,4]triazolo[1,5-a]pyridin-8-yl]azetidin-3-yl]acetonitrile